The molecule is a member of the class of benzamides obtained by formal condensation of the carboxy group of 2,6-dichlorobenzoic acid with the amino group of [3-chloro-5-(trifluoromethyl)pyridin-2-yl]methylamine. A fungicide used for the control of a range of diseases including downy mildew and blight. It has a role as an antifungal agrochemical. It is a member of benzamides, an organofluorine compound, a monochloropyridine, a dichlorobenzene and a benzamide fungicide. C1=CC(=C(C(=C1)Cl)C(=O)NCC2=C(C=C(C=N2)C(F)(F)F)Cl)Cl